(-)-α-tocopherol CC1=C(C2=C(CC[C@](O2)(C)CCC[C@@H](C)CCC[C@@H](C)CCCC(C)C)C(=C1O)C)C